5-[3-(4-benzyloxyphenylthio)-furan-2-yl]-imidazolidin-2,4-dione C(C1=CC=CC=C1)OC1=CC=C(C=C1)SC1=C(OC=C1)C1C(NC(N1)=O)=O